OCC1CC=2C=CC(=C(C2C1)C#N)OCC1NCCC1 2-(hydroxymethyl)-5-(pyrrolidin-2-ylmethoxy)-2,3-dihydro-1H-indene-4-carbonitrile